FC=1C(=CC=C2C(=NC(=NC12)OC[C@]12CCCN2C[C@@H](C1)F)N1[C@H]2CN(C[C@@H]1CC2)C(=O)OC(C)(C)C)C2=CC(=CC1=CC=CC=C21)O tert-Butyl (1R,5S)-8-(8-fluoro-2-(((2R,7aS)-2-fluorotetrahydro-1H-pyrrolizin-7a(5H)-yl)methoxy)-7-(3-hydroxynaphthalen-1-yl)quinazolin-4-yl)-3,8-diazabicyclo[3.2.1]octane-3-carboxylate